2-(1-(3-(2,4-difluorophenyl)-4-oxo-3,4-dihydrophthalazin-1-yl)piperidin-3-yl)-2-methylpropanoic acid FC1=C(C=CC(=C1)F)N1N=C(C2=CC=CC=C2C1=O)N1CC(CCC1)C(C(=O)O)(C)C